3-xylosyl-(coumaroyl-glucosyl)galactose C1([C@H](O)[C@@H](O)[C@H](O)CO1)[C@]([C@H](C(=O)C1([C@H](O)[C@@H](O)[C@H](O)[C@H](O1)CO)C(\C=C\C1=CC=C(C=C1)O)=O)O)(O)[C@@H](O)[C@H](O)CO